F[C@@H]1[C@H](C1)C1=CC(=NO1)C(=O)O 5-((1R,2S)-2-fluorocyclopropyl)isoxazole-3-carboxylic acid